6-bromo-5-methoxy-1H-benzo(d)imidazole BrC=1C(=CC2=C(NC=N2)C1)OC